benzyl (S)-7-(4-fluorobenzyl)-2-methyl-6-((tetrahydro-2H-pyran-4-yl) carbamoyl)-2,3-dihydro-1H-pyrido[2,3-b][1,4]oxazine-1-carboxylate FC1=CC=C(CC2=CC3=C(OC[C@@H](N3C(=O)OCC3=CC=CC=C3)C)N=C2C(NC2CCOCC2)=O)C=C1